1-Butyl-5-(diaminomethylene)-3-[4-[(5,5-dimethyl-2,4-dioxo-imidazolidin-1-yl)methyl]-4-(hydroxymethyl)cyclohexyl]hexahydropyrimidine-2,4,6-trione C(CCC)N1C(N(C(C(C1=O)=C(N)N)=O)C1CCC(CC1)(CO)CN1C(NC(C1(C)C)=O)=O)=O